3-(4-(4-((2-amino-7-azaspiro[3.5]nonan-7-yl)methyl)piperidin-1-yl)-3-methyl-2-oxo-2,3-dihydro-1H-benzo[d]imidazol-1-yl)piperidine-2,6-dione NC1CC2(C1)CCN(CC2)CC2CCN(CC2)C2=CC=CC=1N(C(N(C12)C)=O)C1C(NC(CC1)=O)=O